(7R)-3-chloro-2-(6-methoxyquinolin-4-yl)-7-methyl-5H,6H,7H-pyrazolo[1,5-a]pyrazine-4-one ClC=1C(=NN2C1C(NC[C@H]2C)=O)C2=CC=NC1=CC=C(C=C21)OC